O4-benzyl O1-tert-butyl 6-oxo-1,4-diazepane-1,4-dicarboxylate O=C1CN(CCN(C1)C(=O)OC(C)(C)C)C(=O)OCC1=CC=CC=C1